C(#N)CCC(=O)N1C(CC(C1)F)C(=O)NC(C1=CC=C(C=C1)C(C)C)C1=CC=CC=C1 1-(3-cyanopropanoyl)-4-fluoro-N-{phenyl[4-(propan-2-yl)phenyl]methyl}pyrrolidine-2-carboxamide